C1(CC1)COC1=NC=NC=C1I 4-(cyclopropylmethoxy)-5-iodopyrimidin